N-(3-bromothiazolo[4,5-c]pyridazin-6-yl)-5'-methoxy-2',6-dimethyl-[4,4'-bipyridine]-3-carboxamide BrC1=CC2=C(N=N1)N=C(S2)NC(=O)C=2C=NC(=CC2C2=CC(=NC=C2OC)C)C